Nonane-5-carboxylic acid tert-butyl ester C(C)(C)(C)OC(=O)C(CCCC)CCCC